ethyl (Z)-3-trifluoromethanesulfonyl-2-butenoate FC(S(=O)(=O)\C(=C/C(=O)OCC)\C)(F)F